C(CC)(=O)OC1=CC=C2C=3C=CC=CC3C=CC2=C1 phenanthren-7-yl propionate